1-Methyl-6-((4-(4-methylpiperidin-1-yl)phenyl)amino)quinoxalin-2(4H)-one CN1C(CNC2=CC(=CC=C12)NC1=CC=C(C=C1)N1CCC(CC1)C)=O